5-((1H-Pyrazol-1-yl)methyl)-N-((5-ethyl-2-methoxyphenyl)sulfonyl)-4-methoxypyrimidine-2-carboxamide N1(N=CC=C1)CC=1C(=NC(=NC1)C(=O)NS(=O)(=O)C1=C(C=CC(=C1)CC)OC)OC